[Na+].S(=O)(=O)([O-])[O-].C(CCCCCCCCCCC)OCCCCCCCCCCCC.[Na+] lauryl ether sulfate sodium salt